COC=1C=C2CN(CC2=CC1)C=1C=CC(N(N1)C)=O 6-(5-Methoxy-2,3-dihydro-1H-isoindol-2-yl)-2-methyl-2,3-dihydropyridazin-3-one